7-[4-fluoro-2-(2-methoxyethoxy)phenyl]-4-(1,2,3,4-tetrahydroisoquinolin-6-yl)thieno[3,2-c]pyridin-6-ol FC1=CC(=C(C=C1)C=1C2=C(C(=NC1O)C=1C=C3CCNCC3=CC1)C=CS2)OCCOC